NCCOCCOCCOCCOCCOCCOC=1C(=C(C(=O)N2CCN(CC2)C(COC=2C=C(OCCNC(CNC(=O)C3=CC=C(C=C3)C(C)(C)C)=O)C=CC2)=O)C=CC1)OC N-(2-{3-[2-(4-{3-[(17-amino-3,6,9,12,15-pentaoxaheptadecan-1-yl)oxy]-2-methoxybenzoyl}piperazin-1-yl)-2-oxoethoxy]phenoxy}ethyl)-2-[(4-tert-butylphenyl)formamido]acetamide